C(C)(C)(C)N(C(O)=O)[C@@H]1C[C@H](CC1)NC1=NC=C(C=C1)I.COC1=C(C=CC=C1)C=1C=CC(=NC1)N[C@@H]1C[C@H](CC1)NC(OC(C)(C)C)=O tert-Butyl ((1S,3S)-3-((5-(2-methoxyphenyl)pyridin-2-yl)amino)cyclopentyl)carbamate tert-Butyl-((1S,3S)-3-((5-iodopyridin-2-yl)amino)cyclopentyl)carbamate